O=C([C@](O)([C@@H](O)[C@@H](O)[C@H](O)CO)[2H])[2H] galactose-d2